3-Methyl-5-(N-(2-(naphth-2-yl)ethyl)sulfamoyl)benzofuran-2-carboxylate CC1=C(OC2=C1C=C(C=C2)S(NCCC2=CC1=CC=CC=C1C=C2)(=O)=O)C(=O)[O-]